4-((2-ethyloctyl)oxy)butan-1-ol C(C)C(COCCCCO)CCCCCC